C(C)(C)(C)OC(=O)N(C1=NC=2C=C(C=CC2C2=C1N=C(N2C(=O)OC(C)(C)C)COCC)Br)C(=O)OC(C)(C)C tert-butyl 4-(bis(tert-butoxycarbonyl) amino)-7-bromo-2-(ethoxymethyl)-1H-imidazo[4,5-C]quinoline-1-carboxylate